2-(6-(6-((6-(4-Chloro-1H-pyrazol-1-yl)pyridin-3-yl)methyl)-3,6-diazabicyclo[3.1.1]Heptan-3-yl)pyridin-3-yl)-6-methyl-N-(5-methyl-1H-pyrazol-3-yl)pyrimidin-4-amine ClC=1C=NN(C1)C1=CC=C(C=N1)CN1C2CN(CC1C2)C2=CC=C(C=N2)C2=NC(=CC(=N2)NC2=NNC(=C2)C)C